5,5'-bis(trifluoromethyl)-3,3',4,4'-tetracarboxylbiphenyl FC(C=1C(=C(C=C(C1)C1=CC(=C(C(=C1)C(F)(F)F)C(=O)O)C(=O)O)C(=O)O)C(=O)O)(F)F